ClC=1C(=CC=C2N=CC(=NC12)C=1C=NN(C1)C1(CCC(CC1)(F)F)C)OC1=CC2=C(N=C(N2)C)C=C1 8-chloro-2-[1-(4,4-difluoro-1-methyl-cyclohexyl)pyrazol-4-yl]-7-[(2-methyl-3H-benzimidazol-5-yl)oxy]quinoxaline